ClC1=C(C=C(C=C1)N1CC(C=2C1=NC=C(N2)C(=O)O)(C)C)F 5-(4-chloro-3-fluorophenyl)-7,7-dimethyl-6,7-dihydro-5H-pyrrolo[2,3-b]pyrazine-2-carboxylic acid